[5-(2-Methoxy-3,6-dimethyl-phenyl)oxazolo[4,5-b]pyridin-2-yl]-[(3R)-1-methyl-3-piperidyl]amine COC1=C(C(=CC=C1C)C)C1=CC=C2C(=N1)N=C(O2)N[C@H]2CN(CCC2)C